tetrahydropyrazolo[1,5-a]pyrazine hydrochloride Cl.N1CCC2N1C=CN=C2